Methyl (S)-3-(2'-(hex-5-en-1-yl)-6'-methyl-[1,1'-biphenyl]-3-yl)-3-((S)-2-(5-(2-(3-methoxyazetidin-1-yl)ethyl)-2-oxopyridin-1(2H)-yl)pent-4-enamido)propanoate C(CCCC=C)C1=C(C(=CC=C1)C)C1=CC(=CC=C1)[C@H](CC(=O)OC)NC([C@H](CC=C)N1C(C=CC(=C1)CCN1CC(C1)OC)=O)=O